2-(2-bromo-5-(trifluoromethyl)phenyl)-1-(3-bromo-5-fluorophenyl)ethan-1-one BrC1=C(C=C(C=C1)C(F)(F)F)CC(=O)C1=CC(=CC(=C1)F)Br